3-(sec-butyl)-N'-(methylsulfonyl)-2-oxo-1,2,3,5-tetrahydro-4H-benzo[1,4]diazepine-4-carboximidamide C(C)(CC)C1C(NC2=C(CN1C(N)=NS(=O)(=O)C)C=CC=C2)=O